C(C)(C)(C)C1=CC=CC(=N1)[C@H]1CC2(CN(C2)C(=O)C2CC(C2)(C)O)CC1 |r| (rac)-(6-(6-(tert-Butyl)pyridin-2-yl)-2-azaspiro[3.4]octan-2-yl)((1s,3s)-3-hydroxy-3-methylcyclobutyl)methanon